4-(3-(3,5-Difluorophenoxy)phenyl)-7-methyl-8-(trifluoromethyl)-1H-benzo[b][1,4]diazepin-2(3H)-one FC=1C=C(OC=2C=C(C=CC2)C2=NC3=C(NC(C2)=O)C=C(C(=C3)C)C(F)(F)F)C=C(C1)F